CC=1C(C(=CC(C1)=O)C)=O 2,6-Di-methyl-p-benzoquinone